(2r,5s)-5-(4-chloro-3-methylbenzamido)-2-{5-[2-(trifluoromethoxy)ethoxy]-1,3,4-oxadiazol-2-yl}piperidine-1-carboxylic acid tert-butyl ester C(C)(C)(C)OC(=O)N1[C@H](CC[C@@H](C1)NC(C1=CC(=C(C=C1)Cl)C)=O)C=1OC(=NN1)OCCOC(F)(F)F